N-(4-(4-amino-7-(1-methyl-1H-pyrazol-3-yl)pyrrolo[2,1-f][1,2,4]triazin-5-yl)-2-methoxyphenyl)cyclopropanecarboxamide NC1=NC=NN2C1=C(C=C2C2=NN(C=C2)C)C2=CC(=C(C=C2)NC(=O)C2CC2)OC